tert-butyl ((1R,2R)-1-(6-chloro-7-((S)-1-(1,3-dioxoisoindolin-2-yl)-2-methoxyethyl)imidazo[1,2-b]pyridazin-2-yl)-2-(((R)-1,1,1-trifluoropropan-2-yl)oxy)propyl)carbamate ClC=1C(=CC=2N(N1)C=C(N2)[C@H]([C@@H](C)O[C@@H](C(F)(F)F)C)NC(OC(C)(C)C)=O)[C@@H](COC)N2C(C1=CC=CC=C1C2=O)=O